P(=O)(OCC=C)(OOCC(=C(F)F)F)OCl allyl (2,3,3-trifluoro-2-propen-1-oxy) chloro phosphate